2-((2-(methacryloyloxy)ethyl)disulfaneyl)ethyl 9,10-dioxo-9,10-dihydroanthracene-2-carboxylate O=C1C2=CC=CC=C2C(C=2C=CC(=CC12)C(=O)OCCSSCCOC(C(=C)C)=O)=O